3-chloro-4-[1,4]oxazepan-3-yl-phenol ClC=1C=C(C=CC1C1COCCCN1)O